(2S)-1-(2-(3-(2-hydroxyethyl)-5-isopropyl-2,4-dioxoimidazolidin-1-yl)-5,6-dihydrobenzo[f]imidazo[1,2-d][1,4]oxazepin-9-yl)pyrrolidine-2-carboxamide OCCN1C(N(C(C1=O)C(C)C)C=1N=C2N(CCOC3=C2C=CC(=C3)N3[C@@H](CCC3)C(=O)N)C1)=O